FC=1C=C2CCN(CC2=C(C1)F)C(C(F)(F)F)=O 1-(6,8-difluoro-3,4-dihydro-1H-isoquinolin-2-yl)-2,2,2-trifluoro-ethanone